2-[[5-[[(3R,4R)-4-[4-Chloro-2-(5-fluoro-2-pyridyl)-1H-imidazol-5-yl]-3-methyl-1-piperidyl]sulfonyl]pyrimidin-2-yl]amino]ethanol ClC=1N=C(NC1[C@H]1[C@H](CN(CC1)S(=O)(=O)C=1C=NC(=NC1)NCCO)C)C1=NC=C(C=C1)F